tert-butyl (R)-3-(4-(3-(difluoromethyl)isoxazol-5-yl)-N-(8-methylisoquinolin-1-yl)piperidine-1-carboxamido)piperidine-1-carboxylate FC(C1=NOC(=C1)C1CCN(CC1)C(=O)N(C1=NC=CC2=CC=CC(=C12)C)[C@H]1CN(CCC1)C(=O)OC(C)(C)C)F